C(#N)C1(CC1)NS(=O)(=O)C1=CC=C2C3=C(N(C2=C1)C=1SC(=NN1)C(F)(F)F)N=CN=C3N3CCN(CC3)C(=O)C3CC3 N-(1-cyanocyclopropyl)-4-(4-(cyclopropanecarbonyl)piperazin-1-yl)-9-(5-(trifluoromethyl)-1,3,4-thiadiazol-2-yl)-9H-pyrimido[4,5-b]indole-7-sulfonamide